(S)-6-(1-amino-1,3-dihydrospiro[indene-2,4'-piperidine]-1'-yl)-3-(1-(5,6-dichloropyridin-3-yl)vinyl)-1H-pyrazole NC1C2=CC=CC=C2CC12CCN(CC2)[C@@]2(C(=CC(=CN2)C(=C)C2=NNC=C2)Cl)Cl